2-bromo-5-cyclopropyloxynicotinic acid BrC1=C(C(=O)O)C=C(C=N1)OC1CC1